BrC1=C(NCC=2N=C(OC2)\C=C\C2=CC=C(C=C2)C(F)(F)F)C=CC=C1 (E)-2-bromo-N-((2-(4-(trifluoromethyl)styryl)oxazol-4-yl)methyl)aniline